5-(1-methyl-1H-benzo[d][1,2,3]triazol-6-yl)-N-(2-(4-methylpiperazin-1-yl)pyridin-4-yl)-7H-pyrrolo[2,3-d]pyrimidin-2-amine CN1N=NC2=C1C=C(C=C2)C2=CNC=1N=C(N=CC12)NC1=CC(=NC=C1)N1CCN(CC1)C